C(C)(=O)OCC(=O)NC1=CC=C(C=C1)C1=CC=C2C(=N1)SC(=N2)N 2-((4-(2-aminothiazolo[5,4-b]pyridin-5-yl) phenyl) amino)-2-oxoethyl acetate